7-(2,4-difluorobenzyl)-9-methoxy-2-[(1R)-3-hydroxymethyl-propyl]-1,8-dioxo-1,8-dihydro-2H-pyrido[1,2-a]pyrazine-7-carboxamide FC1=C(CC2(C(C(=C3N(C=CN(C3=O)CCCCO)C2)OC)=O)C(=O)N)C=CC(=C1)F